FC(OC1(CCC1)C1=NN=C(O1)C1CC[C@@H](CO1)NC([O-])=O)(F)F ((S)-6-[5-[3-cis-(trifluoromethoxy)cyclobutyl]-1,3,4-oxadiazol-2-yl]tetrahydropyran-3-yl)carbamate